3-[4-[[2-[(3,6,6-trimethyl-4-oxo-5,7-dihydro-1H-indole-2-carbonyl)amino] hexanoylamino]methyl]phenyl]propyl methanesulfonate CS(=O)(=O)OCCCC1=CC=C(C=C1)CNC(C(CCCC)NC(=O)C=1NC=2CC(CC(C2C1C)=O)(C)C)=O